5-amino-pyrazinecarboxylic acid NC=1N=CC(=NC1)C(=O)O